Octanthiol C(CCCCCCC)S